BrC=1C=C2CCCN(C2=CC1C(F)F)C=1C=C2C(=CN1)N(C=C2C(=O)NC)C 5-[6-bromo-7-(difluoromethyl)-3,4-dihydro-2H-quinolin-1-yl]-N,1-dimethylpyrrolo[2,3-c]pyridine-3-carboxamide